O=C1NC(CCC1N1C(N(C2=C1C=CC=C2CCC2CC1(C2)CCN(CC1)CC1CCC(CC1)NC(OC(C)(C)C)=O)C)=O)=O tert-butyl N-[4-[[2-[2-[1-(2,6-dioxo-3-piperidyl)-3-methyl-2-oxo-benzimidazol-4-yl] ethyl]-7-azaspiro[3.5]nonan-7-yl]methyl]cyclohexyl]carbamate